5-{3-[(7-fluoro-2-methyl-1,2,3,4-tetrahydroisoquinolin-6-yl)oxy]propyl}-1,3-thiazole-4-carboxylic acid FC1=C(C=C2CCN(CC2=C1)C)OCCCC1=C(N=CS1)C(=O)O